5-{(rac)-1'-[(1H-imidazol-2-yl)methyl]-6,7-dihydrospiro[pyrazolo[5,1-c][1,4]oxazine-4,3'-pyrrolidin]-2-yl}-3-(trifluoromethyl)pyridin-2-amine N1C(=NC=C1)CN1C[C@@]2(CC1)OCCN1C2=CC(=N1)C=1C=C(C(=NC1)N)C(F)(F)F |r|